O=S1(CCN(CC1)C(=O)C1CNCC(C1)C1=CC=CC=C1)=O (1,1-Dioxidothiomorpholino)(5-phenylpiperidin-3-yl)methanone